methylphenyl-formamide CN(C=O)C1=CC=CC=C1